1-methylpiperidin-4-amine hydrochloride Cl.CN1CCC(CC1)N